2,4-Diphenyl-6-(4-(4,4,5,5-tetramethyl-1,3,2-dioxaborolan-2-yl)phenyl)-1,3,5-triazine C1(=CC=CC=C1)C1=NC(=NC(=N1)C1=CC=CC=C1)C1=CC=C(C=C1)B1OC(C(O1)(C)C)(C)C